6-amino-2-ethoxy-9-(2-methoxy-4-(((2-thiomorpholinoethyl)-amino)methyl)-benzyl)-9H-purin-8-ol NC1=C2N=C(N(C2=NC(=N1)OCC)CC1=C(C=C(C=C1)CNCCN1CCSCC1)OC)O